NC1=C(C=C(C=C1C(C)C)F)C1=CC(=NC=C1)N 4-(2-amino-5-fluoro-3-isopropylphenyl)pyridin-2-amine